C(C)(C)(C)OC(=O)N1CCCC=C1C=1C=C2C3(C(NC2=C(C1)F)=O)CC3 6-(7'-Fluoro-2'-oxospiro[cyclopropane-1,3'-indolin]-5'-yl)-3,4-dihydropyridine-1(2H)-carboxylic acid tert-butyl ester